tellurium silane ethyl-5-((tert-butoxycarbonyl)amino)-4-(ethylsulfanyl)-1-methyl-1H-pyrazole-3-carboxylate C(C)OC(=O)C1=NN(C(=C1SCC)NC(=O)OC(C)(C)C)C.[SiH4].[Te]